O1C(CCCC1)OCCCCCCCCOC1=CC=C(C(=O)O)C=C1 4-(8-(tetrahydro-2H-pyran-2-yloxy)octoxy)-benzoic acid